(2-isopentyl)adenine CC(C(C)C)C1=NC(=C2NC=NC2=N1)N